C(C)C(COCC(CC)CC)CC 2-ethylbutylether